N1(CCNCC1)C1=CC=2OCC3N(C2N=C1)CCNC3 3-(piperazin-1-yl)-6a,7,9,10-tetrahydropyrazino[1,2-d]pyrido[3,2-b][1,4]oxazin